CN1CC=C(C=C1)C(=O)O N-methyl-pyridine-4-carboxylic acid